16-fluoro-5-(morpholin-4-yl)-7,11-dioxa-19,22,23-triazapentacyclo[16.5.2.12,6.012,17.021,24]hexacosa-1(23),2(26),3,5,12,14,16,18,20,24-decaene FC=1C=CC=C2OCCCOC3=C(C=CC(C4=NNC5=CN=C(C12)C=C45)=C3)N3CCOCC3